FCCCCCC(=O)NCCCC(C)O 6-fluoro-N-(4-hydroxypentyl)hexanamide